CC(CC1=CC=C(C=C1)NC(=O)N)C [4-(2,2-dimethylethyl)phenyl]urea